C(CC)C(CCOC(CCCCCCCN(CCCCCCCC(OC(CCCCC)CCCCC)=O)CCCN)=O)CCC.C(#N)[B-](C#N)(C#N)C#N.C(CC)[N+](CCC)(CCC)CCC tetrapropylammonium tetracyanoborate 3-propylhexyl-8-[(3-aminopropyl)[8-oxo-8-(undecan-6-yloxy)octyl]amino]octanoate